FC1=CC(=CC2=CN(N=C12)C)C=1C=CC(=C(C1)O)C1=CN=C(N=N1)N1C[C@@H](NCC1)C(C)C 5-(7-fluoro-2-methyl-2H-indazol-5-yl)-2-{3-[(3S)-3-(prop-2-yl)piperazin-1-yl]-1,2,4-triazin-6-yl}phenol